OC1=C(C=CC(=C1)C)C1=C(C=C(N=N1)N1CC[C@H]2[C@@H]1CN(CC2)C(C)=O)C 1-[(3aR,7aR)-1-[6-(2-hydroxy-4-methyl-phenyl)-5-methyl-pyridazin-3-yl]-3,3a,4,5,7,7a-hexahydro-2H-pyrrolo[2,3-c]pyridin-6-yl]ethanone